O[C@H]1[C@H](CCCC1)NC(OC(C)(C)C)=O tert-butyl ((1S,2R)-2-hydroxycyclohexyl)carbamate